1-[5-(bromomethyl)-2-pyridinyl]ethanone BrCC=1C=CC(=NC1)C(C)=O